6-chloro-N-{3-[2-(4-chloro-3-fluorophenoxy)acetamido]bicyclo[1.1.1]pentan-1-yl}-4-[(1S,2S)-2-fluorocyclopropane-1-carbonyl]-3,4-dihydro-2H-1,4-benzoxazine-2-carboxamide ClC=1C=CC2=C(N(CC(O2)C(=O)NC23CC(C2)(C3)NC(COC3=CC(=C(C=C3)Cl)F)=O)C(=O)[C@H]3[C@H](C3)F)C1